C(CC(C)CCC=C(C)C)(=O)SCCNC(CCNC([C@@H](C(COP(OP(OC[C@@H]1[C@H]([C@H]([C@@H](O1)N1C=NC=2C(N)=NC=NC12)O)OP(=O)(O)O)(=O)O)(=O)O)(C)C)O)=O)=O citronellyl-CoA